NC([C@@](CO)(C)NC(=O)C1=C(OC2=C1C=C(C=C2)CC2=CC(=CC=C2)F)C)=O (S)-N-(1-amino-3-hydroxy-2-methyl-1-oxopropan-2-yl)-5-(3-fluorobenzyl)-2-methylbenzofuran-3-carboxamide